Trinitroazetidine tert-butyl-(3S)-3-[[2-chloro-5-[(2-fluoro-6-methyl-anilino)methyl]-4-pyridyl]amino]pyrrolidine-1-carboxylate C(C)(C)(C)OC(=O)N1C[C@H](CC1)NC1=CC(=NC=C1CNC1=C(C=CC=C1C)F)Cl.[N+](=O)([O-])C1(N(CC1)[N+](=O)[O-])[N+](=O)[O-]